ClC1=CC=CC=2SC(=C(C21)COC2=C(C=C(C=C2C)C#N)OC)C(=O)OCC ethyl 4-chloro-3-((4-cyano-2-methoxy-6-methylphenoxy)methyl)benzo[b]thiophene-2-carboxylate